1,1,1,3,3,3-hexafluoropropan-2-yl (±)-1-(2-(trifluoromethyl)-5,6,7,8-tetrahydropyrido[3,4-d]pyrimidine-7-carbonyl)-6-azaspiro[2.5]octane-6-carboxylate FC(C=1N=CC2=C(N1)CN(CC2)C(=O)[C@@H]2CC21CCN(CC1)C(=O)OC(C(F)(F)F)C(F)(F)F)(F)F |r|